6-(2-amino-6-fluoro-5-(4-morpholino-3-(morpholinomethyl)phenyl)pyridin-3-yl)-3,4-dihydroisoquinolin-1(2H)-one NC1=NC(=C(C=C1C=1C=C2CCNC(C2=CC1)=O)C1=CC(=C(C=C1)N1CCOCC1)CN1CCOCC1)F